di(n-propyl) itaconate C(C(=C)CC(=O)OCCC)(=O)OCCC